ClC=1C(=C(C=CC1F)[C@H](NC(=O)[C@H]1NC(NC1)=O)[C@@H]1C[C@H](C1)C(F)(F)F)F |o1:8| (S)-N-((R or S)-(3-chloro-2,4-difluorophenyl)(trans-3-(trifluoromethyl)cyclobutyl)-methyl)-2-oxoimidazolidine-4-carboxamide